4-(7-(pyridin-2-yl)-4-(pyridin-4-yl)-5H-pyrrolo[3,2-d]pyrimidin-2-yl)morpholine N1=C(C=CC=C1)C1=CNC2=C1N=C(N=C2C2=CC=NC=C2)N2CCOCC2